N-Ethyl-1,4-dihydro-6-[(1-methoxy-2-phenyl-3-indolizinyl)carbonyl]-α-methyl-2,4-dioxo-3(2H)-quinazolineacetamide C(C)NC(C(N1C(NC2=CC=C(C=C2C1=O)C(=O)C1=C(C(=C2C=CC=CN12)OC)C1=CC=CC=C1)=O)C)=O